1-(2-chlorobenzyl)-3-(4-isobutylphenyl)-2-methyl-1H-indol-5-ol ClC1=C(CN2C(=C(C3=CC(=CC=C23)O)C2=CC=C(C=C2)CC(C)C)C)C=CC=C1